C(C)N1N=C2N=C(C=NC2=C1)N[C@@H](C)C=1C=C(C=CC1F)NC(CC=1C=NC(=CC1)C)=O (S)-N-(3-(1-((2-ethyl-2H-pyrazolo[3,4-b]pyrazin-6-yl)amino)ethyl)-4-fluorophenyl)-2-(6-methylpyridin-3-yl)acetamide